CN1CCN(CC1)C1CCC(CC1)N1C=C(C2=C1N=CN=C2N)C2=CC=C(C=C2)OC2=CC=CC=C2 7-((1R,4R)-4-(4-methylpiperazin-1-yl)cyclohexyl)-5-(4-phenoxyphenyl)-7H-pyrrolo[2,3-d]pyrimidin-4-amine